NC1=C(C=2C(=NC=C(C2S1)F)C=1C2=C(C=3C=NC(=NC3C1F)N1CCC3N(CCCC31)C)COC2)C#N 2-Amino-7-fluoro-4-(5-fluoro-3-(4-methyloctahydro-1H-pyrrolo[3,2-b]pyridin-1-yl)-7,9-dihydrofuro[3,4-f]quinazolin-6-yl)thieno[3,2-c]pyridine-3-carbonitrile